[4-(3-Fluoro-2-methylbenzylamino)-2-phenethyloxyphenyl]-carbamic acid ethyl ester C(C)OC(NC1=C(C=C(C=C1)NCC1=C(C(=CC=C1)F)C)OCCC1=CC=CC=C1)=O